[Cl-].C(CCCCCCCCCCCCC)[N+](CCO)(C)C tetradecyldimethyl-(2-hydroxyl)ethyl-ammonium chloride